5-{[(1S,2R)-2-Aminocyclohexyl]amino}-N-[1-methyl-3-(methylcarbamoyl)-1H-pyrazol-4-yl]pyrazolo[1,5-a]pyrimidin-3-carboxamid N[C@H]1[C@H](CCCC1)NC1=NC=2N(C=C1)N=CC2C(=O)NC=2C(=NN(C2)C)C(NC)=O